1-(3-((5-(1-carboxycyclopropyl)pentyl)oxy)propyl)cyclopropane C(=O)(O)C1(CC1)CCCCCOCCCC1CC1